BrC1=CC2=C(N=C(N=C2)SC)N2C1=NC(=C2)C 6-bromo-8-methyl-2-(methylthio)imidazo[1',2':1,6]pyrido[2,3-d]pyrimidine